FC1=C(C=C(C(=C1)N)C)N 2-fluoro-5-methyl-1,4-phenylenediamine